(±)-trans-4-phenyl-N-{3-[(6-methylpyridin-3-yl)oxy]phenyl}pyrrolidine-3-carboxamide tert-Butyl-2-[4-[1-(2,7-dioxoazepan-3-yl)-3-methyl-2-oxobenzimidazol-5-yl]piperidin-1-yl]acetate C(C)(C)(C)OC(CN1CCC(CC1)C1=CC2=C(N(C(N2C)=O)C2C(NC(CCC2)=O)=O)C=C1)=O.C1(=CC=CC=C1)[C@H]1[C@@H](CNC1)C(=O)NC1=CC(=CC=C1)OC=1C=NC(=CC1)C |r|